Cl.CC=1C=C(C=CC1CC1=CC2=C(N(C=N2)C)C=C1)NC=1C2=C(N=CN1)C=CC(=N2)N2[C@H](CNCC2)C (S)-N-(3-methyl-4-((1-methyl-1H-benzo[d]imidazol-5-yl)methyl)phenyl)-6-(2-methylpiperazin-1-yl)pyrido[3,2-d]pyrimidin-4-amine hydrochloride